Cl.ClC1=C(C=C(C=C1)C#CC1(CC1)NC(=O)N1CCNCC1)C1(CC1)C N-(1-((4-chloro-3-(1-methyl-cyclopropyl)phenyl)ethynyl)-cyclopropyl)piperazine-1-carboxamide hydrochloride